(E)-3-(tert-butyl)-4-((5-(dimethylamino)thiophen-2-yl)methylene)isoxazol-5(4H)-one C(C)(C)(C)C\1=NOC(/C1=C/C=1SC(=CC1)N(C)C)=O